FC1=C2C(NC(=NC2=CC(=C1)OCCN1CCN(CC1)C1CCN(CC1)C1=CC=C(C=C1)NC1C(NC(CC1)=O)=O)CSC1CCOCC1)=O 3-((4-(4-(4-(2-((5-fluoro-4-oxo-2-(((tetrahydro-2H-pyran-4-yl)thio)methyl)-3,4-dihydroquinazolin-7-yl)oxy)ethyl)piperazin-1-yl)piperidin-1-yl)phenyl)amino)piperidine-2,6-dione